C(C)C1=C(C=CC=C1)C1N(CCN(C1)CC1=CC=C(C=C1)OC)C1CC2(C1)CCN(CC2)C(=O)OC(C)(C)C tert-butyl 2-(2-(2-ethylphenyl)-4-(4-methoxybenzyl) piperazin-1-yl)-7-azaspiro[3.5]nonane-7-carboxylate